ClC=1C(=NC(=NC1)NC1=CC=C(C=C1)N=S(=O)(C)C)N1C=CC2=C(C=CC=C12)NC(=O)C1CC1 N-[1-[5-Chloro-2-[4-[[dimethyl(oxo)-λ6-sulfanylidene]amino]anilino]-pyrimidin-4-yl]indol-4-yl]cyclopropanecarboxamide